C(#N)C1=NC(=NC=C1F)N1CCC(CC1)C(=O)OC Methyl 1-(4-cyano-5-fluoro-pyrimidin-2-yl)piperidine-4-carboxylate